2-(4-(3-(2,2-difluoroethyl)-2-(2-methylimidazo[1,2-a]pyridin-6-yl)-1H-indol-5-yl)piperidin-1-yl)-N-methylacetamide FC(CC1=C(NC2=CC=C(C=C12)C1CCN(CC1)CC(=O)NC)C=1C=CC=2N(C1)C=C(N2)C)F